(Z)-3-(5-(2-(5-(2-(4-(1-(4-hydroxyphenyl)-2-phenylbut-1-en-1-yl)phenoxy)ethyl)-2,5-diazabicyclo[2.2.1]heptan-2-yl)ethoxy)-1-oxoisoindolin-2-yl)piperidine-2,6-dione OC1=CC=C(C=C1)/C(=C(\CC)/C1=CC=CC=C1)/C1=CC=C(OCCN2C3CN(C(C2)C3)CCOC=3C=C2CN(C(C2=CC3)=O)C3C(NC(CC3)=O)=O)C=C1